cis-4,8-dimethyl-4,8-decadienoic acid CC(CCC(=O)O)=CCCC(=CC)C